4-(4-(4-(2,6-dioxopiperidin-3-yl)-3-fluorobenzyl)piperazin-1-yl)-N-(5-((R)-2-methoxy-2-phenylacetyl)-1,4,5,6-tetrahydropyrrolo[3,4-c]pyrazol-3-yl)benzamide O=C1NC(CCC1C1=C(C=C(CN2CCN(CC2)C2=CC=C(C(=O)NC=3C4=C(NN3)CN(C4)C([C@@H](C4=CC=CC=C4)OC)=O)C=C2)C=C1)F)=O